FC(S(=O)(=O)[O-])(F)F.C(C)(C)[N+]1=CN(C2=C1C=CC=C2)C(C)C 1,3-Diisopropylbenzimidazolium trifluoromethanesulfonate